1-(3-amino-2-isopropyl-pyridine-4-yl)ethane NC=1C(=NC=CC1CC)C(C)C